6-fluoro-2-(2'-fluoro-1,1'-biphenyl-4-yl)-3-methyl-4-quinolinecarboxylic acid FC=1C=C2C(=C(C(=NC2=CC1)C1=CC=C(C=C1)C1=C(C=CC=C1)F)C)C(=O)O